FC=1C(=NC(=NC1)N[C@H]1[C@@H](COCC1)O)C1=NC2=CC=CC=C2C(=C1C(=O)NC)C(C)C (5-fluoro-2-(((3S,4R)-3-hydroxytetrahydro-2H-pyran-4-yl)amino)pyrimidin-4-yl)-4-isopropyl-N-methylquinoline-3-carboxamide